methyl α-trimethylsilylpropionate C[Si](C(C(=O)OC)C)(C)C